diphenyl-2,4,6-trimethylphenyl p-toluenesulfonate CC1=CC=C(C=C1)S(=O)(=O)OC1=C(C(=C(C(=C1C)C1=CC=CC=C1)C)C1=CC=CC=C1)C